[Pd](Cl)Cl.C1(=CC=CC=C1)P(C1=CC=CC=C1)C1=CC=CC=C1.C1(=CC=CC=C1)P(C1=CC=CC=C1)C1=CC=CC=C1 Bis(triphenylphosphine) palladium(II) chloride